bis(3-ethylhexyl) cyclohexane-1,3-dicarboxylate C1(CC(CCC1)C(=O)OCCC(CCC)CC)C(=O)OCCC(CCC)CC